OC1=CC=C(C=C1)C12CC3(CC(CC(C1)(C3)CCC)(C2)CC)C2=CC=C(C=C2)O 1,3-bis(4-hydroxyphenyl)-5-ethyl-7-propyl-adamantane